C(C)(C)(C)N(C(O)=O)[C@@H]1CNCC[C@H]1N1CC2=CC=CC=C2CC1.COC=1C(=NC(=NC1)NC1=CC=C(C(=O)N)C=C1)C1=CC=C(C=C1)OC(F)(F)F 4-((5-methoxy-4-(4-(trifluoromethoxy)phenyl)pyrimidin-2-yl)amino)benzamide tert-butyl-trans-(4-(3,4-dihydroisoquinolin-2(1H)-yl)piperidin-3-yl)carbamate